FC1=C(C(=C(C=C1C1=NN(C2=NC(=NC=C21)N2CC1N(C(C2)C1)S(=O)(=O)C)C)C(F)(F)F)F)O 2,6-Difluoro-3-(1-methyl-6-(6-(methylsulfonyl)-3,6-diazabicyclo[3.1.1]heptan-3-yl)-1H-pyrazolo[3,4-d]pyrimidin-3-yl)-5-(trifluoromethyl)phenol